BrC=1N=C(C(N(C1)C)=O)NC1=CC=C(C=C1)[C@H]1N(CCN(C1=O)C)C (R)-5-bromo-3-((4-(1,4-dimethyl-3-oxopiperazin-2-yl)phenyl)amino)-1-methylpyrazin-2(1H)-one